3-bromo-9-chloro-6,6-dimethyl-8-(1,4-dioxa-8-azaspiro[4.5]decane-8-yl)-5,6-dihydro-11H-benzo[b]carbazol-11-one BrC1=CC=C2C=3C(C4=C(C(C3NC2=C1)(C)C)C=C(C(=C4)Cl)N4CCC1(OCCO1)CC4)=O